C(#N)C1CC2(C1)C[C@H](N(CC2)CC2=C1C=CNC1=C(C=C2OC)C)C2=CC=C(C(=O)N1C[C@H](CC1)C(=O)O)C=C2 (S)-1-(4-((2R,4s,6S)-2-cyano-7-((5-methoxy-7-methyl-1H-indol-4-yl)methyl)-7-azaspiro[3.5]nonan-6-yl)benzoyl)pyrrolidine-3-carboxylic acid